2-methyl-6-(2,3,5,6-tetrafluoro-2'-((isopropylamino)methyl)-[1,1'-biphenyl]-4-yl)-1H-benzo[d]imidazole-4-carboxylic acid CC1=NC2=C(N1)C=C(C=C2C(=O)O)C2=C(C(=C(C(=C2F)F)C2=C(C=CC=C2)CNC(C)C)F)F